COC=1C=2N(C=C(C1)C1=C(C(=NN1)C=1C=C3CCC(CC3=CC1)NC)CC(F)(F)F)N=CN2 6-(5-(8-methoxy-[1,2,4]triazolo[1,5-a]pyridin-6-yl)-4-(2,2,2-trifluoroethyl)-1H-pyrazol-3-yl)-N-methyl-1,2,3,4-tetrahydronaphthalen-2-amine